5-((4-bromo-1H-indol-5-yl)oxy)-2-fluorobenzonitrile BrC1=C2C=CNC2=CC=C1OC=1C=CC(=C(C#N)C1)F